3-(4-((4-aminobutyl)thio)-1-oxoisoindolin-2-yl)piperidine-2,6-dione NCCCCSC1=C2CN(C(C2=CC=C1)=O)C1C(NC(CC1)=O)=O